5-(6-((4-(4-amino-3-(4-phenoxyphenyl)-1H-pyrazolo[3,4-d]pyrimidin-1-yl)-3-fluorocyclohexyl)methyl)-3,6-diazabicyclo[3.1.1]heptan-3-yl)-2-(2,6-dioxopiperidin-3-yl)isoindoline-1,3-dione NC1=C2C(=NC=N1)N(N=C2C2=CC=C(C=C2)OC2=CC=CC=C2)C2C(CC(CC2)CN2C1CN(CC2C1)C=1C=C2C(N(C(C2=CC1)=O)C1C(NC(CC1)=O)=O)=O)F